ClC=1N(N=C2C=CC(=C(C12)Cl)O)C1=C(C=C(C=C1Cl)O)Cl 3,4-dichloro-2-(2,6-dichloro-4-hydroxyphenyl)-2H-indazol-5-ol